FC(C1=CC=C(C=N1)C(=O)N1CCC2(C(N3[C@H](O2)CC[C@H]3C3=CC(=CC(=C3)F)F)=O)CC1)F (5'S,7a'R)-1-[6-(difluoromethyl)pyridine-3-carbonyl]-5'-(3,5-difluorophenyl)-tetrahydro-3'H-spiro[piperidine-4,2'-pyrrolo[2,1-b][1,3]-oxazol]-3'-one